OCC(O)CO RAC-glycerin